(6-bromo-3-((1r,3r)-3-methoxycyclobutoxy)pyridin-2-yl)-N,N-dimethylmethanamine BrC1=CC=C(C(=N1)CN(C)C)OC1CC(C1)OC